C(C)(C)(C)OC(=O)N(C=1C=C2C(C(N(C2=CC1Br)C(=O)OC(C)(C)C)=O)(C)C)C(=O)OC(C)(C)C tert-butyl 5-(bis(tert-butoxycarbonyl)amino)-6-bromo-3,3-dimethyl-2-oxoindoline-1-carboxylate